ClC1=NC(=CC(=C1)C=1C(=NN2C1N=C(C=C2)C(=O)N[C@@H](C)[C@@H]2OC(OC2)(C)C)C2=CC(=CC=C2)C#N)C 3-(2-chloro-6-methyl-4-pyridinyl)-2-(3-cyanophenyl)-N-[(1S)-1-[(4S)-2,2-dimethyl-1,3-dioxolan-4-yl]ethyl]pyrazolo[1,5-a]pyrimidine-5-carboxamide